2-[(1S,2S)-2-amino-4,4-difluorocyclopentyl]-3-bromo-5-chloro-7-thenylamino-1-oxa-4-azaindene N[C@@H]1[C@H](CC(C1)(F)F)C=1OC2=C(C=C(N=C2C1Br)Cl)NCC1=CC=CS1